CC1(C2=C(CCC1)C(=O)OC2=O)C dimethylcyclohexene-1,2-dicarboxylic anhydride